FC=1C=C(C=NC1)C=1C=C(C=CC1C)NC(=O)N1C2CC(CC1C2)C cis-N-(3-(5-fluoropyridin-3-yl)-4-methylphenyl)-3-methyl-6-azabicyclo[3.1.1]heptane-6-carboxamide